(R)-tert-Butyl 3-(6-fluoro-4-oxoquinazolin-3(4H)-yl)piperidine-1-carboxylate FC=1C=C2C(N(C=NC2=CC1)[C@H]1CN(CCC1)C(=O)OC(C)(C)C)=O